5-fluoro-2-(4-fluorophenyl)benzo[d]isothiazol-3(2H)-one FC=1C=CC2=C(C(N(S2)C2=CC=C(C=C2)F)=O)C1